N1=CC=C(C=C1)C1=C(C=CC=C1)S(=O)(=O)C1=CC=C(C=C1)NC(=O)NCC1=CC=NC=C1 1-[4-(2-Pyridin-4-yl-benzenesulfonyl)-phenyl]-3-pyridin-4-ylmethyl-urea